BrC1=CC=C2C=CN(C2=C1)C(C(C)(C)C)=O 6-bromo-1-pivaloyl-indole